3-bromo-5-((3-(4-hydroxyphenyl)-1-meth-oxy-1-oxopropan-2-yl-imino)methyl)phenyl nicotinate C(C1=CN=CC=C1)(=O)OC1=CC(=CC(=C1)C=NC(C(=O)OC)CC1=CC=C(C=C1)O)Br